CN1N=C(C=C1C)N\C(\C)=C\1/C(NC2=CC=C(C=C12)C=1C=NC=CC1C)=O (Z)-3-(1-((1,5-Dimethyl-1H-pyrazol-3-yl)amino)ethylidene)-5-(4-methylpyridin-3-yl)indolin-2-one